[8-(methoxymethyl)-6-(trifluoromethyl)imidazo[1,2-a]pyridin-2-yl]methanone COCC=1C=2N(C=C(C1)C(F)(F)F)C=C(N2)C=O